COC=1C=C(C=C(C1OCCC)OC)CCN 2-(3,5-dimethoxy-4-propoxyphenyl)ethylamine